ClC1=C(C=C(C(=C1)F)C1=C(C(=C(C=C1F)F)F)F)S(=O)(=O)N1C(CCC1=O)=O 1-((4-chloro-2',3',4',6,6'-pentafluoro-[1,1'-biphenyl]-3-yl)sulfonyl)pyrrolidine-2,5-dione